3,5-dihydroxy methyl benzoate COC(=O)C1=CC(=CC(=C1)O)O